5-ethynyl-4-(8-fluoro-4-(3,8-diazaspiro[bicyclo-[3.2.1]octane-6,1'-cyclopropan]-3-yl)-2-((tetrahydro-1H-pyrrolizin-7a(5H)-yl)methoxy)pyrido[4,3-d]pyrimidin-7-yl)naphthalen-2-ol C(#C)C1=C2C(=CC(=CC2=CC=C1)O)C1=C(C=2N=C(N=C(C2C=N1)N1CC2CC3(CC3)C(C1)N2)OCC21CCCN1CCC2)F